1,3,5-triazine-1,3,5-triethanol triacrylate C(C=C)(=O)OCCN1CN(CN(C1)CCOC(C=C)=O)CCOC(C=C)=O